2-(trimethylsilyl)ethyl-{(2S)-1-[(2-aminoethyl)amino]-4-[{(1R)-1-[1-benzyl-4-(2,5-difluorophenyl)-1H-pyrrol-2-yl]-2,2-dimethylpropyl}(glycoloyl)amino]-1-oxobutan-2-yl}carbamat C[Si](CCOC(N[C@H](C(=O)NCCN)CCN(C(CO)=O)[C@H](C(C)(C)C)C=1N(C=C(C1)C1=C(C=CC(=C1)F)F)CC1=CC=CC=C1)=O)(C)C